N1=C(C=CC=C1)CN1C(=NC=C1)C(=O)O 1-(pyridin-2-ylmethyl)-1H-imidazole-2-carboxylic acid